1,2-bis(4-bromophenyl) ethylene tert-butyl 3-trityl-3,8-diazabicyclo[3.2.1]octane-8-carboxylate C(C1=CC=CC=C1)(C1=CC=CC=C1)(C1=CC=CC=C1)N1CC2CCC(C1)N2C(=O)OC(C)(C)C.BrC2=CC=C(C=C2)C=CC2=CC=C(C=C2)Br